(S)-4-(5-(5-fluoro-2-methoxypyridin-4-yl)-1H-pyrazole-3-carbonyl)-N-((S)-1-(2-methylpyrimidin-5-yl)pyrrolidin-3-yl)-4-azaspiro[2.5]octane-7-carboxamide FC=1C(=CC(=NC1)OC)C1=CC(=NN1)C(=O)N1C2(CC2)C[C@H](CC1)C(=O)N[C@@H]1CN(CC1)C=1C=NC(=NC1)C